NC=1N=C(C=C2C=C(N=CC12)NC(=O)C1C(C1)F)Cl N-(8-amino-6-chloro-2,7-naphthyridin-3-yl)-2-fluorocyclopropanecarboxamide